2-(2-chloro-5-((R or S)-1-(((R)-((R)-2,3-dihydro-1H-pyrido[2,3-b][1,4]oxazin-3-yl)(phenyl)methyl)amino)propan-2-yl)phenyl)acetic acid ClC1=C(C=C(C=C1)[C@H](CN[C@H](C1=CC=CC=C1)[C@H]1CNC2=C(O1)N=CC=C2)C)CC(=O)O |o1:7|